phenyl (3-(sec-butyl)isoxazol-5-yl)carbamate C(C)(CC)C1=NOC(=C1)NC(OC1=CC=CC=C1)=O